N1(CCCC1)CCCS(=O)(=O)N 3-(pyrrolidin-1-yl)propane-1-sulfonamide